C1=C(C=CC2=CC=CC=C12)C1=CC=C(C=C1)N(C=1C=C(C(=CC1)Br)C1=CC=C(C=C1)C1=CC=CC=C1)C1=CC=C(C=C1)C1=CC2=CC=CC=C2C=C1 N,N-bis{4-(naphthalen-2-yl)phenyl}-N-(6-bromo-1,1':4',1''-terphenyl-3-yl)amine